O=C1N(C(C2=CC=CC=C12)=O)CCCC(=O)NC1CCC(CC1)NC1=CC(=NC2=CC=C(C=C12)Cl)C(F)(F)F 4-(1,3-dioxo-2,3-dihydro-1H-isoindol-2-yl)-N-[(1s,4s)-4-{[6-chloro-2-(trifluoromethyl)quinolin-4-yl]amino}cyclohexyl]butanamide